2-(3-piperidyl)-1-ethylamine N1CC(CCC1)CCN